NC1=C(C=C(C=C1F)C(=O)C1=CC(=C2C(=CC=CN12)C1=C(C2=C(N(C(=N2)C)C)C=C1C)Br)I)F (4-amino-3,5-difluorophenyl)(8-(4-bromo-1,2,6-trimethyl-1H-benzo[d]imidazol-5-yl)-1-iodoindolizin-3-yl)methanone